ClC1=C(C=CC(=C1)[N+](=O)[O-])NC(NC1=CC(=CC=C1)Cl)=S 3-(2-chloro-4-nitrophenyl)-1-(3-chlorophenyl)thiourea